4-(3-((((1R,3R)-3-aminocyclohexyl)methyl)amino)-1-(4-methoxyphenyl)-1H-pyrazol-5-yl)-2-fluorobenzonitrile N[C@H]1C[C@@H](CCC1)CNC1=NN(C(=C1)C1=CC(=C(C#N)C=C1)F)C1=CC=C(C=C1)OC